[Fe]=S.[As] arsenic-iron sulfide